S(=O)(=O)(O)O.C(CCCCCCCCC)C1=C(C=CC=C1)OC1=C(C=CC=C1)CCCCCCCCCC 2-decylphenyl ether sulfate